C1CCC2C=CC=3C=C4C(=C5C=CC1=C2C53)C=CC=C4 TETRAHYDROBENZO[A]PYRENE